C(#N)C1=C(C=CC=C1)[C@H](CC)C=1C=NN(C1)CCOC (1S,2R)-1-(2-cyanophenyl)-1-(1-(2-methoxyethyl)-1H-pyrazol-4-yl)propan